((S)-1-(3,4-difluorophenyl)-6-oxopiperidin-2-yl)-1-((trans)-4-methoxycyclohexyl)-1H-benzo[d]imidazole-5-carbonitrile FC=1C=C(C=CC1F)N1[C@@H](CCCC1=O)C1=NC2=C(N1[C@@H]1CC[C@H](CC1)OC)C=CC(=C2)C#N